FC1=C(C=CC(=C1)OC)C1=CN=CN1 5-(2-fluoro-4-methoxyphenyl)-1H-imidazol